C(C1=CC=CC=C1)(=O)OCOC(NC12C[C@]3(C[C@](CC(C1)C3)(C2)C)C)=O ((((1R,3R,5S,7R)-3,5-dimethyladamantan-1-yl) carbamyl) oxy)-methyl benzoate